O=C1N(CC2=CC(=CC=C12)O[C@@H]1[C@H](CCCC1)NCC=1C=NC=NC1)C1C(NC(CC1)=O)=O 3-(1-oxo-5-(((1S,2S)-2-((pyrimidin-5-ylmethyl)amino)cyclohexyl)oxy)isoindolin-2-yl)piperidine-2,6-dione